C(C)(C)(C)OC(N(C)CC)=O ethyl-(methyl)carbamic acid tert-butyl ester